2-methyl-5-{3-methyl-1H-pyrazolo[3,4-b]pyridin-5-yl}-1,3,4-oxadiazole CC=1OC(=NN1)C=1C=C2C(=NC1)NN=C2C